stannic dilaurate C(CCCCCCCCCCC)(=O)[O-].C(CCCCCCCCCCC)(=O)[O-].[Sn+4]